N1(CCCCC1)C(=O)C1=NC2=C(N1C1=CC3=C(NC(N3)=O)C=C1)C=CC=C2 5-[2-(Piperidine-1-carbonyl)benzimidazol-1-yl]-1,3-dihydrobenzimidazol-2-one